C(C)(C)C1C(NC2=C(CN1C(=O)C1=NN(C=C1)C)C=CC=C2)=O 3-isopropyl-4-(1-methyl-1H-pyrazole-3-carbonyl)-1,3,4,5-tetrahydro-2H-benzo[1,4]diazepin-2-one